N-(1-(2-(1,1-difluoroethyl)-6-(1-methyl-1H-pyrazol-3-yl)pyrimidin-4-yl)-3-ethyl-1H-pyrrolo[3,2-c]pyridin-6-yl)acetamide FC(C)(F)C1=NC(=CC(=N1)N1C=C(C=2C=NC(=CC21)NC(C)=O)CC)C2=NN(C=C2)C